2-chloro-N-(2,2-dimethoxyethyl)-5-methoxy-N-methyl-benzamide ClC1=C(C(=O)N(C)CC(OC)OC)C=C(C=C1)OC